FC=1C=CC=C2C3(COC(C12)C)CC(CCC3)O 8'-fluoro-1'-methyl-spiro[cyclohexane-1,4'-isochroman]-3-ol